The molecule is a member of the class of dithianes that is 1,2-dithiane substituted at positions 4 and 5 by trimethylsilyloxy groups. It is a member of dithianes, an organic disulfide and a silyl ether. It derives from a hydride of a 1,2-dithiane. C[Si](C)(C)O[C@@H]1CSSC[C@@H]1O[Si](C)(C)C